2-Propanyl 4-[(3S,5aR,6R,7R,8aS)-6-[(1E)-3,3-difluoro-4-phenoxy-1-buten-1-yl]-7-(tetrahydro-2H-pyran-2-yloxy)octahydro-2H-cyclopenta[b]oxepin-3-yl]butanoate FC(/C=C/[C@H]1[C@@H](C[C@@H]2OC[C@H](CC[C@@H]21)CCCC(=O)OC(C)C)OC2OCCCC2)(COC2=CC=CC=C2)F